CS(=O)(=O)OC1N(CC12CCCCC2)C(=O)[O-] ((methylsulfonyl)oxy)-2-azaspiro[3.5]nonane-2-carboxylate